7-(phenylsulfonyl)-7H-pyrrolo[2,3-d]Pyrimidine C1(=CC=CC=C1)S(=O)(=O)N1C=CC2=C1N=CN=C2